3-ethylcarbonylthiotetrahydrothiophene-1,1-dioxide C(C)C(=O)SC1CS(CC1)(=O)=O